C1CCC2C3C(CC(C12)C3)=C(C=O)CC octahydro-4,7-methano-5H-inden-5-ylidene-butanal